OCC1CO1 Glycidol